N-(3-(2-(bicyclo[1.1.1]pentan-1-yl)-5-(2-((2,2-dioxido-2-thiaspiro-[3.3]heptan-6-yl)amino)pyrimidin-4-yl)thiazol-4-yl)-2-fluorophenyl)-2,6-difluorobenzenesulfonamide C12(CC(C1)C2)C=2SC(=C(N2)C=2C(=C(C=CC2)NS(=O)(=O)C2=C(C=CC=C2F)F)F)C2=NC(=NC=C2)NC2CC1(CS(C1)(=O)=O)C2